thiophenylmorpholinepropanone S1C(=CC=C1)C1N(CCOC1)CC(C)=O